2-thienylmethyl-2,3,5,7,11,11a-hexahydro[1,3]oxazolo[3,2-a]pyrido[1,2-d]pyrazine-8-carboxamide S1C(=CC=C1)CC1CN2C(CN3C(C2)=CCC(=C3)C(=O)N)O1